(2S,3R,4R,5S)-3,4,5-tris(benzyloxy)-2-((benzyloxy)methyl)-1-(((1r,4S)-4-(trifluoromethyl)cyclohexyl)-methyl)piperidine C(C1=CC=CC=C1)O[C@@H]1[C@@H](N(C[C@@H]([C@H]1OCC1=CC=CC=C1)OCC1=CC=CC=C1)CC1CCC(CC1)C(F)(F)F)COCC1=CC=CC=C1